methylenebis(6-tert-butyl-m-cresol) C(C1=C(C=CC(=C1O)C(C)(C)C)C)C1=C(C=CC(=C1O)C(C)(C)C)C